C(=C)C=1NC=C[N+]1CC vinyl-3-ethylimidazolium